C1NCC12CCN(CC2)C2=NC=NC1=CC=C(C=C21)C=2C=CC(=NC2)OC 5-(4-(2,7-diazaspiro[3.5]nonan-7-yl)quinazolin-6-yl)-2-methoxypyridine